CC1=CC=C(C=C1)S(=O)(=O)NC(NC1=CC=C(C=C1)S(NC1=C(C=CC=C1)NC(=O)NC1=CC=CC=C1)(=O)=O)=O 4-methyl-N-((4-(N-(2-(3-phenylureido)phenyl)sulfamoyl)phenyl)carbamoyl)benzenesulfonamide